D-LACTAT C([C@H](O)C)(=O)[O-]